C1[C@H]([C@@H]([C@H](C(O1)OC[C@@H]2[C@@H]([C@@H]([C@H](C(O2)OC3=C(OC4=CC=CC=C4C3=O)C5=CC=CC=C5)O)O)O)O)O)O The molecule is a glycosyloxyflavone that consists of flavonol attached to a D-xylosyl-D-galactosyl residue at position 3 via a glycosidic linkage. It is a disaccharide derivative, a glycosyloxyflavone and a xylosylgalactoside. It derives from a flavonol.